bis-(2-ethyl-hexanoic acid) zinc [Zn].C(C)C(C(=O)O)CCCC.C(C)C(C(=O)O)CCCC